C(C)(C)(C)OC(=O)N1[C@H]2CN[C@@H](CC1)C2 (1R,5S)-2,6-diaza-bicyclo[3.2.1]octane-2-carboxylic acid tert-butyl ester